2-(3-(1-acetylpiperidin-4-yl)-5'-fluoro-1'-methyl-1H,1'H-[4,6'-biindazol]-1-yl)-N-methyl-N-((5-methyl-1,2,4-oxadiazol-3-yl)methyl)acetamide C(C)(=O)N1CCC(CC1)C1=NN(C=2C=CC=C(C12)C1=C(C=C2C=NN(C2=C1)C)F)CC(=O)N(CC1=NOC(=N1)C)C